ClC1=CC=C(CNC(=O)NCCCCC2CCN(CC2)CC2=NC=CC=C2)C=C1 1-(4-chlorobenzyl)-3-(4-(1-picolylpiperidin-4-yl)butyl)urea